Guanosine 5'-monophosphate disodium salt hydrate O.[Na+].[Na+].P(=O)([O-])([O-])OC[C@@H]1[C@H]([C@H]([C@@H](O1)N1C=NC=2C(=O)NC(N)=NC12)O)O